CC1=CC=CC(=N1)C=1N=C2N(C1C1=CC(=NC=C1)C1=NC3=C(N1)CN(C3)C3CCC(CC3)O)CCC2 4-(2-(4-(2-(6-Methylpyridin-2-yl)-6,7-dihydro-5H-pyrrolo[1,2-a]imidazol-3-yl)pyridin-2-yl)-4,6-dihydropyrrolo[3,4-d]imidazol-5(1H)-yl)cyclohexan-1-ol